tert-butyl 6-(3-(2-(diisopropylcarbamoyl)-4-fluorophenoxy) pyridazin-4-yl)-2,6-diazaspiro[3.4]octane-2-carboxylate C(C)(C)N(C(=O)C1=C(OC=2N=NC=CC2N2CC3(CN(C3)C(=O)OC(C)(C)C)CC2)C=CC(=C1)F)C(C)C